D-fructose 1,6-bisphosphate trisodium salt hydrate O.[Na+].[Na+].[Na+].P(=O)([O-])([O-])OCC(=O)[C@@H](O)[C@H](O)[C@H](O)COP(=O)([O-])O